1-(2,2-difluorocyclopropyl)-2-methoxybenzene FC1(C(C1)C1=C(C=CC=C1)OC)F